1-(4-(2-(4-bromophenyl)-propan-2-yl)thiazol-2-yl)-3-(3-fluoro-4-(piperidin-4-yl)benzyl)urea BrC1=CC=C(C=C1)C(C)(C)C=1N=C(SC1)NC(=O)NCC1=CC(=C(C=C1)C1CCNCC1)F